The molecule is a CMP-sugar having 8-amino-3,8-dideoxy-alpha-D-manno-oct-2-ulosonic acid as the sugar component. It has a role as a bacterial metabolite. It derives from an 8-amino-3,8-dideoxy-alpha-D-manno-oct-2-ulosonic acid. It is a conjugate acid of a CMP-8-amino-3,8-dideoxy-alpha-D-manno-oct-2-ulosonate(1-). C1[C@H]([C@H]([C@H](O[C@]1(C(=O)O)OP(=O)(O)OC[C@@H]2[C@H]([C@H]([C@@H](O2)N3C=CC(=NC3=O)N)O)O)[C@@H](CN)O)O)O